NC1=NC=CC=C1C1=NC=2C(=NC(=CC2)C2=CC=CC=C2)N1C1=CC=C(CN2C[C@@H]3[C@H](C2)CN(C3)C#N)C=C1 (3aR,6aS)-5-(4-(2-(2-Aminopyridin-3-yl)-5-phenyl-3H-imidazo[4,5-b]pyridin-3-yl)benzyl)hexahydropyrrolo[3,4-c]pyrrole-2(1H)-carbonitrile